ClC1=C(C(=O)N2CCN(CC2)C(=O)OC(C)(C)C)C=CC(=C1)NC(=O)C=1N(C(=CN1)C1=C(C(=C(C=C1)C=1C=NN(C1C)CCOC(F)F)F)C)C tert-butyl 4-[2-chloro-4-[[5-[4-[1-[2-(difluoromethoxy)ethyl]-5-methyl-pyrazol-4-yl]-3-fluoro-2-methyl-phenyl]-1-methyl-imidazole-2-carbonyl]amino]benzoyl]piperazine-1-carboxylate